ClC1=C(OC2=NC=CC3=CC(=CC(=C23)O[C@H](C(F)(F)F)C)NC(OC2=CC=CC=C2)=O)C(=CC=C1)F (S)-Phenyl (1-(2-chloro-6-fluorophenoxy)-8-((1,1,1-trifluoropropan-2-yl)oxy) isoquinolin-6-yl)carbamate